CCCCC/C=C\\C/C=C\\C=C\\[C@H](C/C=C\\CCCC(=O)O)O The molecule is a HETE having an (8S)-hydroxy group and (5Z)-, (9E)-, (11Z)- and (14Z)-double bonds. It derives from an icosa-5,9,11,14-tetraenoic acid. It is a conjugate acid of an 8(S)-HETE(1-). It is an enantiomer of an 8(R)-HETE.